3,8,11-trioxo-1-phenyl-9-(sulfonatomethyl)-2-oxo-4,7,10-triazatridecane-13-sulfonic acid dipotassium salt [K+].[K+].O=C(C(CC1=CC=CC=C1)=O)NCCNC(C(NC(CCS(=O)(=O)O)=O)CS(=O)(=O)[O-])=O.O=C(C(CC1=CC=CC=C1)=O)NCCNC(C(NC(CCS(=O)(=O)O)=O)CS(=O)(=O)[O-])=O